2-[[4-(4-pyridyl)piperazin-1-yl-methyl]-1H-indol-5-yl]benzamide N1=CC=C(C=C1)N1CCN(CC1)CN1C=CC2=CC(=CC=C12)C1=C(C(=O)N)C=CC=C1